8-benzyloxy-5,7-bis(4-pyridin-3-ylphenyl)quinoline C(C1=CC=CC=C1)OC=1C(=CC(=C2C=CC=NC12)C1=CC=C(C=C1)C=1C=NC=CC1)C1=CC=C(C=C1)C=1C=NC=CC1